ClC=1C=C(C2=C(N1)N(C=C2)C2CCCCC2)C=O C6-chloro-1-cyclohexyl-1H-pyrrolo[2,3-b]pyridine-4-carbaldehyde